COC1=C(C(=O)O)C=C(C=C1)C1=C(N=C2N1CCN2)C2=NC(=CC=C2)C 2-Methoxy-5-(6-(6-methylpyridin-2-yl)-2,3-dihydro-1H-imidazo[1,2-a]imidazol-5-yl)benzoic acid